3-(4-((1R,5S)-3,8-Diazabicyclo[3.2.1]octan-3-yl)-6-chloro-2-((tetrahydro-1H-pyrrolizin-7a(5H)-yl)methoxy)pyrido[2,3-d]pyrimidin-7-yl)-5-chloro-4-cyclopropylphenol [C@H]12CN(C[C@H](CC1)N2)C=2C1=C(N=C(N2)OCC23CCCN3CCC2)N=C(C(=C1)Cl)C=1C=C(C=C(C1C1CC1)Cl)O